1-{1-[(tert-butyldimethylsilyl)oxy]-2,2,6,6-tetramethylpiperidin-4-yl}indole [Si](C)(C)(C(C)(C)C)ON1C(CC(CC1(C)C)N1C=CC2=CC=CC=C12)(C)C